C12CCCC(CC1)C2NC(CN2C(C(=CC=C2)NC([C@H](CC\C=C\C(C)=O)NC(=O)C2=NN(C=N2)C)=O)=O)=O N-((2S,E)-1-(1-(2-(bicyclo[3.2.1]octan-8-ylamino)-2-oxoethyl)-2-oxo-1,2-dihydropyridin-3-ylamino)-1,7-dioxooct-5-en-2-yl)-1-methyl-1H-1,2,4-triazole-3-carboxamide